C(C1=CC=CC=C1)OC(=O)N1CC(N(CC1)C(=O)OC(C)(C)C)C(=O)O 4-((benzyloxy)carbonyl)-1-(tert-butoxycarbonyl)piperazine-2-carboxylic acid